(3S)-3-({N-[(4-methoxy-1H-indol-2-yl) carbonyl]-L-leucyl}amino)-2-oxo-4-[(3S)-2-oxopyrrolidin-3-yl]butyl L-valinate N[C@@H](C(C)C)C(=O)OCC([C@H](C[C@H]1C(NCC1)=O)NC([C@@H](NC(=O)C=1NC2=CC=CC(=C2C1)OC)CC(C)C)=O)=O